ClC1=C(C=2N=C(N=C(C2C=N1)N1C[C@@H]2C([C@@H]2C1)N)OC[C@]12CCCN2C[C@@H](C1)F)F (1R,5S,6S)-3-(7-chloro-8-fluoro-2-(((2R,7aS)-2-fluoro-hexahydro-1H-pyrrolizin-7a-yl)methoxy)pyrido[4,3-d]pyrimidin-4-yl)-3-azabicyclo[3.1.0]hexane-6-amine